(R)-3-(6-chloro-2-(ethylcarbamoyl)-1,2,3,4-tetrahydroisoquinolin-8-yl)morpholine-4-carboxylic acid tert-butyl ester C(C)(C)(C)OC(=O)N1[C@@H](COCC1)C=1C=C(C=C2CCN(CC12)C(NCC)=O)Cl